3,6-diphenyl-1-(4,4,5,5-tetramethyl-1,3,2-dioxaborolan-2-yl)-9H-carbazole C1(=CC=CC=C1)C=1C=C(C=2NC3=CC=C(C=C3C2C1)C1=CC=CC=C1)B1OC(C(O1)(C)C)(C)C